FC(C=1N=C2N(C(C1)=O)CC(N2)=O)(F)F 7-(trifluoromethyl)-1H,2H,3H,5H-imidazo[1,2-a]Pyrimidine-2,5-dione